1-(N-methyl-pyrrol-2-yl)-3-(quinolin-2-yl)propan-1-one CN1C(=CC=C1)C(CCC1=NC2=CC=CC=C2C=C1)=O